CN(C#N)CCCC=1OC(=NN1)C1=C(C=CC=C1)NC1=CC=C(C=C1)C(F)(F)F N-methyl-N-(3-(5-(2-((4-(trifluoromethyl)phenyl)amino)phenyl)-1,3,4-oxadiazol-2-yl)propyl)cyanamide